BrC1=C(C=CC(=C1)F)C(C(=O)OC)(C1=CC=CC=C1)O methyl 2-(2-bromo-4-fluorophenyl)-2-hydroxy-2-phenylacetate